C(C1=CC=CC=C1)NC=1NC2=C(C=CC=3C=CC=NC23)N1 BenzylaminoImidazoquinoline